The molecule is a dihydroxybenzoate that is the conjugate base of 3-methylorsellinic acid, obtained by the deprotonation of the carboxy group. It is the major species at pH 7.3. It is a conjugate base of a 3-methylorsellinic acid. CC1=CC(=C(C(=C1C(=O)O)[O-])C)O